(±)-2-(4-(trifluoromethyl)phenyl)bicyclo[1.1.1]Pentane-1-carboxylic acid propyl ester C(CC)OC(=O)C12[C@H](C(C1)C2)C2=CC=C(C=C2)C(F)(F)F |r|